The molecule is a steroid glucosiduronic acid that is 2-hydroxy-17beta-estradiol having a single beta-D-glucuronic acid residue attached at position 3. It is a steroid glucosiduronic acid, a beta-D-glucosiduronic acid, a 17beta-hydroxy steroid and a 2-hydroxy steroid. It derives from a 2-hydroxy-17beta-estradiol. It is a conjugate acid of a 2-hydroxy-17beta-estradiol 3-O-(beta-D-glucuronide)(1-). C[C@]12CC[C@H]3[C@H]([C@@H]1CC[C@@H]2O)CCC4=CC(=C(C=C34)O)O[C@H]5[C@@H]([C@H]([C@@H]([C@H](O5)C(=O)O)O)O)O